N4-isobutyl-N6-(2-methoxy-4-((4-morpholinopiperidin-1-yl)sulfonyl)phenyl)-3-(trifluoromethyl)-1H-pyrrolo[2,3-b]pyridine-4,6-diamine C(C(C)C)NC=1C2=C(N=C(C1)NC1=C(C=C(C=C1)S(=O)(=O)N1CCC(CC1)N1CCOCC1)OC)NC=C2C(F)(F)F